C(C)[Si](OCCCCC)(OCCCCC)OCCCCC ethyltri(n-pentoxy)silane